FC(C1=CC=C(C=N1)CCC(=O)O)F 6-(difluoromethyl)-3-pyridinepropanoic acid